C(CC)C1=NC=CN=C1 PROPYLPYRAZINE